C(C)(C)(C)OC(=O)N1CC2CCC(C1)N2C=2SC1=C(N2)C=CC(=C1)C(=O)OCC ethyl 2-(3-(tert-butoxycarbonyl)-3,8-diazabicyclo[3.2.1]octan-8-yl)benzo[d]thiazole-6-carboxylate